3-chloro-4-methoxy-6-(1-(1-((3-methoxyazetidin-3-yl)methyl)piperidin-4-yl)-5-methyl-1H-pyrazol-4-yl)pyrazolo[1,5-a]pyridine ClC=1C=NN2C1C(=CC(=C2)C=2C=NN(C2C)C2CCN(CC2)CC2(CNC2)OC)OC